C1N(CC12CCOCC2)C2CCC(CC2)NC=2C=1C=C(N(C1C=CC2)CC(F)(F)F)C#CCNC2=C(C=C(C=C2)S(=O)(=O)C)OCF N-((1R,4R)-4-(7-oxa-2-azaspiro[3.5]nonan-2-yl)cyclohexyl)-2-(3-((2-(fluoromethoxy)-4-(methylsulfonyl)phenyl)amino)prop-1-yn-1-yl)-1-(2,2,2-trifluoroethyl)-1H-indol-4-amine